C(C)OC(C(C1=NC=C(C=N1)Cl)C=1N(N=C(C1)C(F)(F)Cl)C=1N(N=CC1)C)=O.NC(C)C1=CC=C(C=C1)S(=O)(=O)N 4-(1-aminoethyl)benzenesulfonamide ethyl-2-[5-[chloro(difluoro)methyl]-2-(2-methylpyrazol-3-yl)pyrazol-3-yl]-2-(5-chloropyrimidin-2-yl)acetate